C(CCCC)C1=CC=C(C=C1)OB(O)O 4-pentylphenyl-boric acid